piperidin-4-yl dihydrogen phosphate hydrochloride Cl.P(=O)(OC1CCNCC1)(O)O